(E)-4-((5-(1,1-dioxidothiomorpholino)thiophen-2-yl)methylene)-3-(perfluoroethyl)isoxazol-5(4H)-one O=S1(CCN(CC1)C1=CC=C(S1)\C=C\1/C(=NOC1=O)C(C(F)(F)F)(F)F)=O